(R)-1'-(5-Amino-1-(pyrazin-2-ylmethyl)-1H-pyrazole-4-carbonyl)-6-chloro-5-fluorospiro[benzo[d][1,3]oxazine-4,3'-piperidin]-2(1H)-one NC1=C(C=NN1CC1=NC=CN=C1)C(=O)N1C[C@@]2(CCC1)C1=C(NC(O2)=O)C=CC(=C1F)Cl